NCCN1CCC(CC1)O 1-(2-aminoethyl)-4-piperidinol